FC(OC=1C(=NC(=NC1)NC=1C=C(C=CC1)S(=O)(=O)N)N1CC(N(CC1)C1=CC=CC=C1)=O)F 3-((5-(Difluoromethoxy)-4-(3-oxo-4-phenylpiperazin-1-yl)pyrimidin-2-yl)amino)benzenesulfonamide